OC1=C(C=CC=C1)C1=CC(=CN=N1)N1CCC(CC1)(C1=CC=CC=C1)CNC(=O)C1(CCNCC1)OCC(F)(F)F N-((1-(6-(2-hydroxyphenyl)pyridazin-4-yl)-4-phenylpiperidin-4-yl)methyl)-4-(2,2,2-trifluoroethoxy)piperidine-4-carboxamide